(2S,3R,4S,5R)-4-[[3-(3-Methoxy-2-pyridyl)-4,5-dimethyl-5-(trifluoromethyl)tetrahydrofuran-2-carbonyl]amino]pyridin-2-carboxamid COC=1C(=NC=CC1)[C@@H]1[C@H](O[C@]([C@H]1C)(C(F)(F)F)C)C(=O)NC1=CC(=NC=C1)C(=O)N